FC=1C=2N(C=C(C1)NC(=O)C=1C=CC(=C3C=NC(=NC13)OC)N1CC3CCC(C1)N3C)C=C(N2)C N-{8-fluoro-2-methylimidazo[1,2-a]pyridin-6-yl}-2-methoxy-5-{8-methyl-3,8-diazabicyclo[3.2.1]octan-3-yl}quinazoline-8-carboxamide